3-(2-bromopyridin-3-yl)-3,4-dihydro-2H-1,4-benzoxazin-5-amine tris-trifluoroacetate FC(C(=O)O)(F)F.FC(C(=O)O)(F)F.FC(C(=O)O)(F)F.BrC1=NC=CC=C1C1COC=2C(N1)=C(C=CC2)N